[Se].[Te].[Se] selenium-tellurium selenium